2-((2-(4,4-difluoropiperidin-1-yl)ethyl)amino)pyrido[2,3-d]pyrimidin-7(8H)-one FC1(CCN(CC1)CCNC=1N=CC2=C(N1)NC(C=C2)=O)F